bromo(bromomethoxy)methane BrCOCBr